ClC1=NC=C(N=C1)OC 2-chloro-5-methoxypyrazine